2-amino-2-(4-chloro-3-(trifluoromethoxy)phenyl)acetonitrile NC(C#N)C1=CC(=C(C=C1)Cl)OC(F)(F)F